2-KETO-4-HYDROXYBUTYRATE O=C(C(=O)[O-])CCO